N1N=C(N=C1)C[C@H](N)C(=O)O |r| β-(1,2,4-triazol-3-yl)-DL-alanine